CC(CCCCCC)P([O-])=O.[Nd+3].CC(CCCCCC)P([O-])=O.CC(CCCCCC)P([O-])=O neodymium (1-methylheptyl)phosphinate